1-(2,2-difluorocyclobutyl)-5-((2S,3R,4S,5R)-3,4-dihydroxy-5-(hydroxymethyl)tetrahydrofuran-2-yl)pyrimidine-2,4(1H,3H)-dione FC1(C(CC1)N1C(NC(C(=C1)[C@@H]1O[C@@H]([C@H]([C@H]1O)O)CO)=O)=O)F